[Cu].[Fe].[Mn].[Ni].C(C)N(C[C@@H](C)O)CC (2R)-1-(diethylamino)propan-2-ol Nickel manganese iron copper